C1=C(C=CC2=CC=CC=C12)S(=O)(=O)N1CCC2(CC(CO2)[C@@](C(=O)N)(C)C2=CC=CC=C2)CC1 (S)-8-(naphthalen-2-ylsulfonyl)-1-oxa-8-azaspiro[4.5]decan-3-yl-2-phenylpropanamide